pentatriacontanoic acid C(CCCCCCCCCCCCCCCCCCCCCCCCCCCCCCCCCC)(=O)O